5-Formyl-1-methyl-1H-indole-2-carboxylic acid ethyl ester C(C)OC(=O)C=1N(C2=CC=C(C=C2C1)C=O)C